ClC1=C(C=C(C=2C3=C(NC12)[C@@H](CNC(C3)=O)CC(=O)OCC)C3=NN(N=C3)C)Cl |r| racemic-ethyl 2-(7,8-dichloro-10-(2-methyl-2H-1,2,3-triazol-4-yl)-2-oxo-1,2,3,4,5,6-hexahydroazepino[4,5-b]indol-5-yl)acetate